(S-amino-N-methyl-sulfonimidoyl)benzene NS(=O)(=NC)C1=CC=CC=C1